CC(C)(C)OC(=O)N1CC(C(=CC1)C1=C(C=2N=CN=C(C2N1C1=CC(=C(C=C1)OC1=NC=CC(=N1)C)F)N)Br)C 4-(4-amino-7-bromo-5-{3-fluoro-4-[(4-methylpyrimidin-2-yl)oxy]phenyl}pyrrolo[3,2-d]pyrimidin-6-yl)-3-methyl-1,2,3,6-tetrahydropyridin-1-carboxylic acid 2-methylpropan-2-yl ester